2-Ethylbutyl (2S)-2-[[(2,6-dimethylphenoxy)-(2,3,4,5,6-pentafluorophenoxy)phosphoryl]amino]propanoate CC1=C(OP(=O)(OC2=C(C(=C(C(=C2F)F)F)F)F)N[C@H](C(=O)OCC(CC)CC)C)C(=CC=C1)C